[Na].C(C1=CC=CC=C1)OC(=O)NS(=O)(=O)N1C(=C(C=C1)C1=NC=CC=C1)C(=O)OCC1=CC=CC=C1 Benzyl 1-(benzyloxycarbonylsulfamoyl)-3-(2-pyridyl)pyrrole-2-carboxylate, sodium salt